1-cyanomethylimidazole hydrochloride Cl.C(#N)CN1C=NC=C1